C(#C)C=1SC=C(N1)NC(=O)N[C@@H](CO)C1=CC=C(C=C1)N1C2=C(CCC1)N(N=C2)C (R)-1-(2-ethynylthiazol-4-yl)-3-(2-hydroxy-1-(4-(1-methyl-1,5,6,7-tetrahydro-4H-pyrazolo[4,3-b]pyridin-4-yl)phenyl)ethyl)urea